C(CCCCCCCCC\C=C\CCCC)CC(=O)[O-] (E)-11-hexadecen-1-ylacetate